NC=1C=C(C=CC1CC)NC(C1=NC=CC(=C1)C(F)(F)F)=O N-(3-amino-4-ethylphenyl)-4-(trifluoromethyl)picolinamide